(E)-2-(3-(4,4,5,5-tetramethyl-1,3,2-dioxaborolan-2-yl)-4-(trifluoromethyl)styryl)-3,5,7,8-tetrahydro-4H-thiopyrano[4,3-d]pyrimidin-4-one CC1(OB(OC1(C)C)C=1C=C(/C=C/C=2NC(C3=C(N2)CCSC3)=O)C=CC1C(F)(F)F)C